(E)-3-(6-(dimethylamino)naphthalene-2-yl)acrolein CN(C=1C=C2C=CC(=CC2=CC1)/C=C/C=O)C